CC1=C(OCC(=O)O)C=CC(=C1)CN1N=CN(C1=O)C1=CC=C(C=C1)C(F)(F)F 2-Methyl-4-((5-oxo-4-(4-(trifluoromethyl)phenyl)-4,5-dihydro-1H-1,2,4-triazole-1-yl)methyl)phenoxyacetic acid